2'-chloro-N-(5-((1s,3s)-3-fluorocyclobutyl)-1,3,4-thiadiazol-2-yl)-5'-methoxy-6-methyl-(4,4'-bipyridine)-3-carboxamide ClC1=NC=C(C(=C1)C1=C(C=NC(=C1)C)C(=O)NC=1SC(=NN1)C1CC(C1)F)OC